FC1=C(C(=CC=C1)OC)N1N=C2C(=CC1=O)NN=C2C2=CC=C(C=C2)N2CC(N(CC2)C)=O 5-(2-fluoro-6-methoxyphenyl)-3-(4-(4-methyl-3-oxo-piperazin-1-yl)phenyl)-1H-pyrazolo[4,3-c]pyridazin-6(5H)-one